N-benzyl-2-(6-{5-chloro-2-[(oxan-4-yl)amino]pyrimidin-4-yl}-1-oxo-2,3-dihydro-1H-isoindol-2-yl)acetamide C(C1=CC=CC=C1)NC(CN1C(C2=CC(=CC=C2C1)C1=NC(=NC=C1Cl)NC1CCOCC1)=O)=O